1-(4-(1-(2-fluorophenyl)azetidin-3-yl)benzyl)piperidine-4-carboxylic acid, formic acid salt C(=O)O.FC1=C(C=CC=C1)N1CC(C1)C1=CC=C(CN2CCC(CC2)C(=O)O)C=C1